ClC=1C(=NC(=NC1)NC1=NC=NN2C1=CC=C2)NC2=C(C=CC=C2)P(C)(C)=O (2-((5-chloro-2-(pyrrolo[2,1-f][1,2,4]triazin-4-ylamino)pyrimidin-4-yl)amino)phenyl)dimethylphosphine oxide